1-(2-bromo-4-methoxyphenyl)ethane-1-ol BrC1=C(C=CC(=C1)OC)C(C)O